N1N=CC(=C1)N1N=NC(=C1)C(=O)O 1-(1H-pyrazol-4-yl)-1H-1,2,3-triazole-4-carboxylic acid